ClC=1C=C(C=CC1Cl)C1(C(NC(N1)=O)=O)C 5-(3,4-dichlorophenyl)-5-methylimidazolidine-2,4-dione